1-(cyclohexyl-(ethoxy)methyl)-1H-benzo[d][1,2,3]triazole C1(CCCCC1)C(N1N=NC2=C1C=CC=C2)OCC